2,5-difluoro-pyridine-4-carboxylic acid FC1=NC=C(C(=C1)C(=O)O)F